C(C)N(C=NC1=C(C=C(C(=C1)C)N=S(=O)(C)C1=CC(=CC=C1)OC)C)C N-ethyl-N'-(4-(((3-methoxyphenyl)(methyl)(oxo)-λ6-sulfaneylidene)amino)-2,5-dimethylphenyl)-N-methylformimidamide